Cl[C@H](C(=O)N(C[C@H]1C(NCC1)=O)NC(=O)[C@H](CCC(C)C)NC(=O)C1=NOC(=C1)C)F N-[(1S)-1-[[[(2R)-2-chloro-2-fluoro-acetyl]-[[(3S)-2-oxopyrrolidin-3-yl]methyl]amino]carbamoyl]-4-methyl-pentyl]-5-methyl-isoxazole-3-carboxamide